5-(4-aminobutyl)-3-chloro-5,10-dihydro-11H-dibenzo[b,e][1,4]diazepin-11-one NCCCCN1C2=C(NC(C3=C1C=C(C=C3)Cl)=O)C=CC=C2